Butyl N-[3-chloro-4-[(2-chloro-4-pyridyl)oxy]phenyl]carbamate ClC=1C=C(C=CC1OC1=CC(=NC=C1)Cl)NC(OCCCC)=O